COC=1C=C2C(=CNC2=CC1)CCN(CCC)CCC N-(2-(5-methoxy-1H-indol-3-yl)ethyl)-N-propyl-propan-1-amine